NC=1C2=C(N=CN1)N(C(=C2C2=CC=C(C=C2)OC2=NC=CC(=N2)C)C2=C(C(=NN2C)NC(OC(C)(C)C)=O)C)C tert-butyl (5-(4-amino-7-methyl-5-(4-((4-methylpyrimidin-2-yl)oxy)phenyl)-7H-pyrrolo[2,3-d]pyrimidin-6-yl)-1,4-dimethyl-1H-pyrazol-3-yl)carbamate